Cl.C(C)(C)(C)NC(CNC)=O N-tert-butyl-2-(methylamino)acetamide hydrochloride